ClC1=CC(=C(C=C1)C1=NC(=CC2=C1N=C(N(C2=O)C)C2CC2)N2C[C@@H](OCC2)C=2C=NN(C2)C)F 8-(4-chloro-2-fluoro-phenyl)-2-cyclopropyl-3-methyl-6-[(2S)-2-(1-methylpyrazol-4-yl)morpholino]pyrido[3,4-d]pyrimidin-4-one